COC1=CC=C(CN2C3C(CC2)(COC3)C(=O)OC)C=C1 methyl 1-(4-methoxybenzyl)tetrahydro-1H-furo[3,4-b]pyrrole-3a(4H)-carboxylate